(cis)-1-(2,4-dimethoxybenzyl)-4-methyl-5-oxopyrrolidine-3-carboxylic acid ethyl ester C(C)OC(=O)[C@@H]1CN(C([C@@H]1C)=O)CC1=C(C=C(C=C1)OC)OC